5-(4-bromo-3-(methoxymethoxy)phenyl)-7-methoxy-2-methyl-2H-pyrazolo[3,4-c]pyridine BrC1=C(C=C(C=C1)C1=CC=2C(C(=N1)OC)=NN(C2)C)OCOC